5-(2-hydroxyethyl)-1-methyl-1H-pyrrole-2-carbaldehyde OCCC1=CC=C(N1C)C=O